(naphthyldimethylfluorenyl)(biphenyl) C1(=CC=CC2=CC=CC=C12)C1=C(C(=C(C=2CC3=CC=CC=C3C12)C1=C(C=CC=C1)C1=CC=CC=C1)C)C